C(=O)(OC(C)(C)C)N[C@@H]1C[C@H](C1)N N-Boc-trans-1,3-cyclobutanediamine